ClC=1C=C(C(=NC1)N1CC(N(C2(CN(C2)C(=O)NC2CCOCC2)C1=O)[C@@H](C)C1=CC=C(C=C1)Cl)=O)F (S)-8-(5-chloro-3-fluoropyridin-2-yl)-5-(1-(4-chlorophenyl)ethyl)-6,9-dioxo-N-(tetrahydro-2H-pyran-4-yl)-2,5,8-triazaspiro[3.5]nonane-2-carboxamide